N-(3-(diethylamino)propyl)-2-(3-isopropylphenyl)benzo[d]imidazo[2,1-b]thiazole C(C)N(CCCN1C(=CN2C1SC1=C2C=CC=C1)C1=CC(=CC=C1)C(C)C)CC